6-Chloro-N-[5-(4-fluoro-1H-benzimidazol-2-yl)-1-methyl-pyrazol-3-yl]pyridine-3-carboxamide ClC1=CC=C(C=N1)C(=O)NC1=NN(C(=C1)C1=NC2=C(N1)C=CC=C2F)C